CC([C@H](N)C(=O)O)C1=CNC2=CC=CC(=C12)F β-Methyl-4-fluorotryptophan